1-[6-(hydroxymethyl)-2-[[5-(4-methylpiperazin-1-yl)pyridin-2-yl]amino]pyrido[3,4-d]pyrimidin-8-yl]piperidin-2-one OCC1=CC2=C(N=C(N=C2)NC2=NC=C(C=C2)N2CCN(CC2)C)C(=N1)N1C(CCCC1)=O